ClC=1C=CC(=C(C1)C1=CC(=C(N=N1)SC)N)F 6-(5-chloro-2-fluorophenyl)-3-(methylsulfanyl)pyridazin-4-amine